tin oxide carbon [C].[Sn]=O